Cl.C(C)OC([C@H](N)CCC(=O)OCC)=O D-glutamic acid diethyl ester hydrochloride